2-chloro-N-(1-(3-Chlorophenyl)-2-oxocyclohexyl)acetamide ClCC(=O)NC1(C(CCCC1)=O)C1=CC(=CC=C1)Cl